NC1=CC=C(C(=O)OCCN(CC)CC)C=C1 2-(diethylamino)ethyl 4-aminobenzoate